NC1=NC=NN2C1=C(C=C2C=2C=C(C(=NC2)OC)C(=O)N[C@@H]2CN(C[C@@H]2F)C(C(C)(C)F)=O)C(F)(F)F 5-[4-amino-5-(trifluoromethyl)pyrrolo[2,1-f][1,2,4]triazin-7-yl]-N-[(3R,4S)-4-fluoro-1-(2-fluoro-2-methylpropanoyl)pyrrolidin-3-yl]-2-methoxypyridine-3-carboxamide